(S)-N-(3-((1-(6-(2-(ethyl(isopropyl)carbamoyl)-4-fluorophenoxy)-1,2,4-triazin-5-yl)pyrrolidin-3-yl)methyl)-3-azaspiro[5.5]undec-9-yl)pyrimidine-4-carboxamide C(C)N(C(=O)C1=C(OC2=C(N=CN=N2)N2C[C@@H](CC2)CN2CCC3(CC2)CCC(CC3)NC(=O)C3=NC=NC=C3)C=CC(=C1)F)C(C)C